tert-Butyl 3-(Pentadecylamino)-7-methoxy-10H-phenothiazin-10-carboxylate C(CCCCCCCCCCCCCC)NC=1C=CC=2N(C3=CC=C(C=C3SC2C1)OC)C(=O)OC(C)(C)C